chromenic acid O1C(C=CC2=CC=CC=C12)C(=O)O